2',3-dichloro-4-((3,5-difluoropyridin-2-yl)methoxy)-5'-(fluoromethyl)-6-methyl-2H-[1,4'-bipyridyl]-2-one ClC1=NC=C(C(=C1)N1C(C(=C(C=C1C)OCC1=NC=C(C=C1F)F)Cl)=O)CF